1-((benzyloxy)methyl)-2-(3-methoxyphenyl)-5-(phenylthio)-1H-imidazole C(C1=CC=CC=C1)OCN1C(=NC=C1SC1=CC=CC=C1)C1=CC(=CC=C1)OC